C(CCC)OC(C=C)=O n-butylacrylate